(S)-phenylglycine t-butyl ester C(C)(C)(C)OC([C@@H](N)C1=CC=CC=C1)=O